1-(benzylamino)butan-2-ol (E)-methyl-2-[2-[3-(pyrimidin-2-yloxy)phenoxy]phenyl]-3-methoxyacrylate C\C(=C(/C(=O)OC(CNCC1=CC=CC=C1)CC)\C1=C(C=CC=C1)OC1=CC(=CC=C1)OC1=NC=CC=N1)\OC